1-hydroxy-1,1,3,3,5,5,7,7-octaphenyl-7-methyltetrasiloxane O[Si](O[Si](O[Si](O[Si](C)(C1=CC=CC=C1)C1=CC=CC=C1)(C1=CC=CC=C1)C1=CC=CC=C1)(C1=CC=CC=C1)C1=CC=CC=C1)(C1=CC=CC=C1)C1=CC=CC=C1